2-(3-azabicyclo[3.1.0]hexane-3-yl)-4-(3-chloro-4-methoxybenzylamino)-N-(trans-4-hydroxycyclohexyl)pyrimidine-5-carboxamide C12CN(CC2C1)C1=NC=C(C(=N1)NCC1=CC(=C(C=C1)OC)Cl)C(=O)N[C@@H]1CC[C@H](CC1)O